7-(4-chloro-3,5-difluorophenyl)-5-cyclopentyl-5,6,7,8-tetrahydro-2,7-naphthyridine-3-carboxylic acid ethyl ester C(C)OC(=O)C=1N=CC=2CN(CC(C2C1)C1CCCC1)C1=CC(=C(C(=C1)F)Cl)F